BrC=1C=CC(=C(C1F)N(C=O)C=1SC=CC1)F 5-bromo(2-thienyl)-N-(2,6-difluorophenyl)formamide